6-(2-methoxyethoxy)pyrazolo[1,5-a]pyridine-3-carbonitrile COCCOC=1C=CC=2N(C1)N=CC2C#N